C(C1=CC=CC=C1)NC(N([C@@H]1CC[C@H](CC1)NC1=NC=C(C(=N1)NC1COC1)C(F)(F)F)C1=NC=C(C=C1)C=1C=NC(=NC1)OC)=O 3-benzyl-1-(5-(2-methoxypyrimidin-5-yl)pyridin-2-yl)-1-(trans-4-((4-(oxetan-3-ylamino)-5-(trifluoromethyl)pyrimidin-2-yl)amino)cyclohexyl)urea